COC1=C(C=CC=C1)N1CCN(CC1)CCCOC1=CC=C2CCN(C(C2=C1)=O)C 7-(3-(4-(2-methoxyphenyl)piperazin-1-yl)propoxy)-2-methyl-3,4-dihydroisoquinolin-1(2H)-one